BrC1=CC=C(C=2NC=3CCC4(CC3C12)OCCO4)C(=O)N 4'-bromospiro[1,3-dioxolane-2,6'-5,7,8,9-tetrahydrocarbazole]-1'-carboxamide